O=C1NC2(C(N1)=O)C(CCC2)CC2=C(C=CC(=C2)C=2C=NC(=CC2)OC)S(=O)(=O)N ((2,4-dioxo-1,3-diazaspiro[4.4]nonan-6-yl)methyl)-4-(6-methoxypyridin-3-yl)benzenesulfonamide